[3-[5-(4-Chlorophenoxy)pyrazin-2-yl]azetidin-1-yl]-[(3S)-3-(tetrazol-1-yl)pyrrolidin-1-yl]methanone ClC1=CC=C(OC=2N=CC(=NC2)C2CN(C2)C(=O)N2C[C@H](CC2)N2N=NN=C2)C=C1